(E)-N-(3-((4-(1H-pyrrolo[2,3-b]pyridin-1-yl)pyrimidin-2-yl)amino)-4-methoxyphenyl)-4-morpholinobut-2-enamide N1(C=CC=2C1=NC=CC2)C2=NC(=NC=C2)NC=2C=C(C=CC2OC)NC(\C=C\CN2CCOCC2)=O